methyl 4-[2-(4-fluorophenyl)pyrazolo[1,5-a]pyrimidin-7-yl]-2-methoxy-benzoate FC1=CC=C(C=C1)C1=NN2C(N=CC=C2C2=CC(=C(C(=O)OC)C=C2)OC)=C1